C(C)N1CCN(CC1)C=1N=C(SC1SC(C)C)N1N=C(C(=C1C(=O)O)C1=CC(=CC=C1)F)C 1-(4-(4-ethylpiperazin-1-yl)-5-(isopropylthio)thiazol-2-yl)-4-(3-fluorophenyl)-3-methyl-1H-pyrazole-5-carboxylic acid